4-[2-([1,4]Dioxan-2-ylmethoxy)-4-oxo-6,7-dihydro-4H-pyrimido[6,1-a]isoquinolin-9-yl]-nicotinonitrile O1C(COCC1)COC1=NC(N2C(C3=CC=C(C=C3CC2)C2=CC=NC=C2C#N)=C1)=O